1-((3R,4R)-4-(2-chlorophenyl)-1-(2,2,2-trifluoroethyl)pyrrolidine-3-carbonyl)-N-((R)-1,1-dioxido-2,3-dihydrothiophen-3-yl)-4-fluoropiperidine-4-carboxamide ClC1=C(C=CC=C1)[C@H]1[C@H](CN(C1)CC(F)(F)F)C(=O)N1CCC(CC1)(C(=O)N[C@H]1CS(C=C1)(=O)=O)F